NCC=1C(NC(=CC1CCC)C)=O 3-(aminomethyl)-6-methyl-4-propylpyridin-2(1H)-one